(4RS)-2-[(2-Aminoethoxy)methyl]-4-(2-chlorophenyl)-6-methyl-1,4-dihydropyridine-3,5-dicarboxylic acid ethyl ester C(C)OC(=O)C1=C(NC(=C([C@H]1C1=C(C=CC=C1)Cl)C(=O)O)C)COCCN |r|